(3-Chlorophenyl)(5-{[2-(4-chlorophenyl)imidazo-[1,2-a]pyridin-3-yl]methyl}-2,5-diazabicyclo[2.2.2]oct-2-yl)methanone ClC=1C=C(C=CC1)C(=O)N1C2CN(C(C1)CC2)CC2=C(N=C1N2C=CC=C1)C1=CC=C(C=C1)Cl